4-Methyl-piperidine-1-carboxylic acid [4-methoxy-7-(tetrahydropyran-4-yl)-thiazolo[4,5-c]pyridin-2-yl]-amide COC1=NC=C(C2=C1N=C(S2)NC(=O)N2CCC(CC2)C)C2CCOCC2